ClC1=C(CNC(=O)C2CN(CCC2)C=2C=3C(N=CN2)=NN(C3)C3=CC=C(C=C3)C)C=CC(=C1)F N-(2-chloro-4-fluorobenzyl)-1-(2-(p-tolyl)-2H-pyrazolo[3,4-d]pyrimidin-4-yl)piperidine-3-carboxamide